cyanopyridone (2S,3R,4S,6S)-3-(acetyloxy)-2-methyl-6-{[(2E)-3-[4-({[2-(2-methyl-1H-indol-3-yl)ethyl]amino}methyl)phenyl]prop-2-enamido]oxy}oxan-4-yl-acetate C(C)(=O)O[C@H]1[C@@H](O[C@H](C[C@H]1CC(=O)O)ONC(\C=C\C1=CC=C(C=C1)CNCCC1=C(NC2=CC=CC=C12)C)=O)C.C(#N)C=1C(NC=CC1)=O